5-([1,1'-biphenyl]-4-yl)-3-methylenepentanoic acid C1(=CC=C(C=C1)CCC(CC(=O)O)=C)C1=CC=CC=C1